S1C2=C(C=C1)CC1=C2SC=C1 4H-cyclopenta[1,2-b:5,4-b']dithiophene